6,7-DIHYDRO-5H-[1,2,4]TRIAZOLO[1,5-A]PYRIMIDIN-2-AMINE N1C(=NC=2N1CCCN2)N